3-bromo-3-methyl-but-1-yne BrC(C#C)(C)C